C(C)(=O)N1CCC(CC1)C1=NN(C2=NC=CC(=C21)C2=C(C=C1C=NN(C1=C2)C)F)CC(=O)NCC(=O)NCC(=O)O 2-(2-{2-[3-(1-acetylpiperidin-4-yl)-4-(5-fluoro-1-methyl-1H-indazol-6-yl)-1H-pyrazolo[3,4-b]pyridin-1-yl]acetamido}acetamido)acetic acid